3-(4-(((1R,3R)-3-(aminomethyl)cyclopentyl)(pentyl)amino)-1-oxoisoindolin-2-yl)piperidine-2,6-dione NC[C@H]1C[C@@H](CC1)N(C1=C2CN(C(C2=CC=C1)=O)C1C(NC(CC1)=O)=O)CCCCC